1-[3-acetyl-6-[5-bromo-6-[4-(oxetan-3-yl)piperazin-1-yl]benzimidazol-1-yl]-2-pyridinyl]-5-methyl-pyrazole-3-carbonitrile C(C)(=O)C=1C(=NC(=CC1)N1C=NC2=C1C=C(C(=C2)Br)N2CCN(CC2)C2COC2)N2N=C(C=C2C)C#N